Tert-butyl (3S*,4S*)-3-((2-(2,6-dioxo-1-((2-(trimethylsilyl)ethoxy)methyl)piperidin-3-yl)-1-oxoisoindolin-5-yl)oxy)-4-fluoropiperidine-1-carboxylate O=C1N(C(CCC1N1C(C2=CC=C(C=C2C1)O[C@H]1CN(CC[C@@H]1F)C(=O)OC(C)(C)C)=O)=O)COCC[Si](C)(C)C |o1:17,22|